N-(methyl(oxo)(phenyl)-λ6-sulfaneylidene)-5-(5-(trifluoromethyl)-1,2,4-oxadiazol-3-yl)pyrimidine-2-carboxamide CS(=NC(=O)C1=NC=C(C=N1)C1=NOC(=N1)C(F)(F)F)(C1=CC=CC=C1)=O